O=C1NC(CCC1N1CC2=CC=C(C=C2C1=O)CNC(OCC1[C@H]2COC[C@@H]12)=O)=O [(1R,5S,6R)-3-oxabicyclo[3.1.0]hexan-6-yl]methyl N-{[2-(2,6-dioxopiperidin-3-yl)-3-oxo-2,3-dihydro-1H-isoindol-5-yl]methyl}carbamate